hydroxyproline aspartate N[C@@H](CC(=O)O)C(=O)O.N1[C@@H](C[C@@H](O)C1)C(=O)O